BrC1=CC(=C(C(=O)NC2=C(C=CC=C2C)F)C=C1F)O[C@H](C(F)(F)F)C 4-bromo-5-fluoro-N-(2-fluoro-6-methylphenyl)-2-{[(2S)-1,1,1-trifluoroprop-2-yl]oxy}benzamide